BrCCC1=CC=C(C=C1)B(O)O 4-(bromoethyl)phenylboronic acid